NC=1C(=NC(=C(N1)F)C1=CC(=C(C=C1)C1CCOCC1)CN(C)C)C=1C=C2CCNC(C2=CC1F)=O 6-(3-amino-6-(3-((dimethylamino)methyl)-4-(tetrahydro-2H-pyran-4-yl)phenyl)-5-fluoropyrazin-2-yl)-7-fluoro-3,4-dihydroisoquinolin-1(2H)-one